6,6-dimethyl-2-((R)-3-methylmorpholino)-5,5a,6,7,8,8a-hexahydro-4H-cyclopenta[e]pyrazolo[1,5-a]pyrazin-4-one CC1(CCC2C1NC(C=1N2N=C(C1)N1[C@@H](COCC1)C)=O)C